Cl.COC1=CC=C(C=C1)CN1N=CC2=C1C(N(C=C2)C)=O 1-[(4-methoxyphenyl)methyl]-6-methyl-pyrazolo[3,4-c]pyridin-7-one hydrochloride